tert-butyl (2R)-4-(2,2-dimethyl-4,6-dioxo-1,3-dioxane-5-carbonyl)-2-methylpiperidine-1-carboxylate CC1(OC(C(C(O1)=O)C(=O)C1C[C@H](N(CC1)C(=O)OC(C)(C)C)C)=O)C